di(t-butyl)hydroxyphenylaminobis-octylthiotriazine C(C)(C)(C)C(CCCCCCCSC1=NN=NC(=C1NC1=CC=CC=C1)SCCCCCCCC)(O)C(C)(C)C